N-(α-Maleimidoacetoxy)succinimide C1(C=CC(N1CC(=O)ON1C(CCC1=O)=O)=O)=O